4-[(4-bromo-3-fluoro-phenyl)methyl]morpholine BrC1=C(C=C(C=C1)CN1CCOCC1)F